S1C=CC2=C1C=CC(=C2)[C@@H]2[C@@H](CCC2)O cis-2-(5-benzothiophenyl)cyclopentan-1-ol